2-bromo-N-(2,3-dimethylphenyl)benzamide BrC1=C(C(=O)NC2=C(C(=CC=C2)C)C)C=CC=C1